2-{4-[7-(aminocarbonyl)-2H-indazol-2-yl]phenyl}pyrrolidinium trifluoroacetate FC(C(=O)[O-])(F)F.NC(=O)C1=CC=CC2=CN(N=C12)C1=CC=C(C=C1)C1[NH2+]CCC1